4-(2-fluoro-4-((4-(pyridin-2-yl)piperidin-1-yl)methyl)benzylamino)isoindoline-1,3-dione FC1=C(CNC2=C3C(NC(C3=CC=C2)=O)=O)C=CC(=C1)CN1CCC(CC1)C1=NC=CC=C1